S1C(=NC2=C1C=CC=C2)C2=C(C=CC=C2)N=CC=CC2=CC=CC=C2 N-(2-(benzo[d]thiazol-2-yl)phenyl)-3-phenylpropan-2-ene-1-imine